1,2,4-oxadiazoleamide O1N=C(N=C1)C(=O)N